8-Bromo-6-(methoxymethoxy)-1-naphthonitrile BrC=1C=C(C=C2C=CC=C(C12)C#N)OCOC